N,N-bis(trimethylsilyl)aminopropylmethyldimethoxysilane C[Si](N([Si](C)(C)C)CCC[Si](OC)(OC)C)(C)C